methyl (2S,3R)-3-cyclopropyl-3-hydroxy-2-(((4-nitrophenyl)sulfonyl) oxy)propanoate C1(CC1)[C@H]([C@@H](C(=O)OC)OS(=O)(=O)C1=CC=C(C=C1)[N+](=O)[O-])O